CN1CCN(CC1)C1=CC=C(C=N1)NC1=NC2=C(C=CC=C2C=N1)C=1C=C(C=CC1)NC(\C=C\C)=O (E)-N-(3-(2-((6-(4-methylpiperazin-1-yl)pyridin-3-yl)amino)quinazolin-8-yl)phenyl)but-2-enamide